C(#N)C1=CC2=C(N=C(N=C2)NC=2C=NN(C2)C2CCN(CC2)C(=O)OC(C)(C)C)N(C1=O)C1CCCC1 tert-butyl 4-(4-((6-cyano-8-cyclopentyl-7-oxo-7,8-dihydropyrido[2,3-d]pyrimidin-2-yl)amino)-1H-pyrazol-1-yl)piperidine-1-carboxylate